5-(2-fluoro-6-hydroxy-3-(3-(2-(hydroxymethyl)cyclopropyl)-1H-pyrazol-5-yl)phenyl)-1,2,5-thiadiazolidin-3-one 1,1-dioxide FC1=C(C(=CC=C1C1=CC(=NN1)C1C(C1)CO)O)N1CC(NS1(=O)=O)=O